1-(1-(5-fluoro-3-methylbenzofuran-2-yl)-2-methylpropyl)-3-((1r,4r)-4-hydroxycyclohexyl)urea FC=1C=CC2=C(C(=C(O2)C(C(C)C)NC(=O)NC2CCC(CC2)O)C)C1